2-(cyanomethyl)isothiourea C(#N)CSC(N)=N